BrC=1C=2N(C=CC1)C(=CN2)I 8-Bromo-3-iodoimidazo[1,2-a]pyridine